COS(=O)(=O)[O-].C(CCCCCCC\C=C/CCCCCCCC)(=O)C([NH+](CCO)CC)C(CCCCCCC\C=C/CCCCCCCC)=O dioleoyl-ethyl-hydroxyethyl-methyl-ammonium methyl-sulfate